4-((2S,5R)-2,5-diethyl-4-(1-(4-(trifluoromethyl)phenyl)ethyl)piperazin-1-yl)-6-methoxy-1-methylpyrido[3,2-d]pyrimidin-2(1H)-one C(C)[C@@H]1N(C[C@H](N(C1)C(C)C1=CC=C(C=C1)C(F)(F)F)CC)C=1C2=C(N(C(N1)=O)C)C=CC(=N2)OC